C(C)O[Si](CCCC1C(=O)OC(C1)=O)(OCC)OCC 2-[3-(triethoxysilyl)propyl]succinic anhydride